2-bromo-1-(3-nitrophenyl)ethanone BrCC(=O)C1=CC(=CC=C1)[N+](=O)[O-]